S1C(=NC2=C1C=CC=C2)NC(=O)C=2C=CC=C1CCN(CC21)C2=CC=C(C(=N2)C(=O)OC(C)(C)C)C2=C(C=C(C=C2)OCCCN2CCN(CC2)CC(=O)OCC)C tert-butyl 6-[8-(1,3-benzothiazol-2-ylcarbamoyl)-3,4-dihydro-1H-isoquinolin-2-yl]-3-[4-[3-[4-(2-ethoxy-2-oxo-ethyl)piperazin-1-yl]propoxy]-2-methyl-phenyl]pyridine-2-carboxylate